O=C1N(CC2(C1)CCN(CC2)C(=O)OC(C)(C)C)C=2C=NC(=CC2)OCC(F)(F)F tert-butyl 3-oxo-2-(6-(2,2,2-trifluoroethoxy)pyridin-3-yl)-2,8-diazaspiro[4.5]decane-8-carboxylate